C(#N)C1=C(C=C(C=C1)NC(C1=CN=C(C=C1)C1=C(C=C(C=C1)C1=NOC(=N1)C)F)=O)OCCN(C)C N-(4-Cyano-3-(2-(dimethylamino)ethoxy)phenyl)-6-(2-fluoro-4-(5-methyl-1,2,4-oxadiazol-3-yl)phenyl)nicotinamid